3-((2S,3R)-4-((2-aminoethyl)amino)-2,3-bis((tertbutyldimethylsilyl)oxy)-4-oxobutanamido)propanoic acid NCCNC([C@@H]([C@@H](C(=O)NCCC(=O)O)O[Si](C)(C)C(C)(C)C)O[Si](C)(C)C(C)(C)C)=O